8-(4-hydroxy-2,2,6,6-tetramethyl-piperidin-1-yl)-5-oxo-octanoic acid OC1CC(N(C(C1)(C)C)CCCC(CCCC(=O)O)=O)(C)C